OCCN1CC(C1)N1CC2=CC=C3C(=C2CC1)C=C(N3)C=O {7-[1-(2-hydroxyethyl)azetidin-3-yl]-6,7,8,9-tetrahydro-3H-pyrrolo[3,2-f]isoquinolin-2-yl}methanone